C(C1=CC=CC=C1)N1B(N(C2=C3C1=CC=CC3=CC=C2)P(C2CCCCC2)C2CCCCC2)C=2C(=C3CC(CC3=C(C2C)C)(C(=O)OC)C(=O)OC)C (R)-dimethyl 5-(1-benzyl-3-(dicyclohexylphosphaneyl)-1H-naphtho[1,8-de][1,3,2]diazaborinin-2(3H)-yl)-4,6,7-trimethyl-1,3-dihydro-2H-indene-2,2-dicarboxylate